O1N=C(C=C1)N(S(=O)(=O)C=1C=C2C=CC(NC2=CC1)=O)CC1=CC=C(C=C1)OC N-(ISOXAZOL-3-YL)-N-(4-METHOXYBENZYL)-2-OXO-1,2-DIHYDROQUINOLINE-6-SULFONAMIDE